methyl 5-(3,5-difluoro-4-((4-((fluorosulfonyl)oxy)phenoxy)methyl)phenyl)-1-methyl-1H-pyrazole-3-carboxylate FC=1C=C(C=C(C1COC1=CC=C(C=C1)OS(=O)(=O)F)F)C1=CC(=NN1C)C(=O)OC